2-(1-methyl-1H-pyrazol-4-yl)-N-(2-methyl-5-(2-(piperidin-1-yl)acetamido)pyridin-3-yl)-1H-pyrrolo[2,3-b]pyridine-5-carboxamide CN1N=CC(=C1)C1=CC=2C(=NC=C(C2)C(=O)NC=2C(=NC=C(C2)NC(CN2CCCCC2)=O)C)N1